[Zn+2].C12=CC=C(N1)C=C1C=CC(=N1)C=C1C=CC(N1)=CC=1C=CC(N1)=C2 porphyrin zinc(II)